methyl (R)-3-((1-(2-(1-((tert-butyldiphenylsilyl)oxy)-2-methylpropan-2-yl)-3,6-dimethyl-4-oxo-3,4-dihydroquinazolin-8-yl)ethyl)amino)-6-chloropicolinate [Si](C1=CC=CC=C1)(C1=CC=CC=C1)(C(C)(C)C)OCC(C)(C)C1=NC2=C(C=C(C=C2C(N1C)=O)C)[C@@H](C)NC=1C(=NC(=CC1)Cl)C(=O)OC